(2R,1'R,3'S)-3-(2-Cyclopentyl-2-phenyl-2-hydroxyacetoxy)-1-(ethoxycarbonylmethyl)-1-methylpyrrolidinium bromid [Br-].C1(CCCC1)[C@@](C(=O)OC1C[N+](CC1)(C)CC(=O)OCC)(O)C1=CC=CC=C1